5-phenylbenzo[4,5]imidazo[1,2-a]quinoline C1(=CC=CC=C1)C1=CC=2N(C=3C=CC=CC13)C1=C(N2)C=CC=C1